fluoro-acetyl fluoride FCC(=O)F